[3-(1-piperazinyl)propyl]methyl-dimethoxysilane N1(CCNCC1)CCC[Si](OC)(OC)C